C1=C(C=CC=2CCCCC12)NC1=CC=CC=C1 5,6,7,8-tetrahydro-2-naphthylaniline